IC=1C=CC2=C(SC3=C2C=2C=CC=CC2C=C3)C1 9-iodobenzo[b]naphtho[1,2-d]thiophene